4-mercapto-4-methylpentan-2-one SC(CC(C)=O)(C)C